19-Hydroxy-hexacosa-21,24-dienoic acid OC(CCCCCCCCCCCCCCCCCC(=O)O)CC=CCC=CC